(R)-N-((5-fluoro-2-methoxyphenyl)(1H-indole-2-yl)methyl)-4'-hydroxy-[1,1'-biphenyl]-3-carboxamide FC=1C=CC(=C(C1)[C@@H](NC(=O)C=1C=C(C=CC1)C1=CC=C(C=C1)O)C=1NC2=CC=CC=C2C1)OC